COC(C(F)(F)F)(C(F)(F)F)C=1C=C(C=C(C1)C(F)(F)F)[B-](C1=CC(=CC(=C1)C(F)(F)F)C(C(F)(F)F)(OC)C(F)(F)F)(C1=CC(=CC(=C1)C(F)(F)F)C(C(F)(F)F)(OC)C(F)(F)F)C1=CC(=CC(=C1)C(F)(F)F)C(C(F)(F)F)(OC)C(F)(F)F.[Tl+] thallium tetrakis[3-[1-methoxy-2,2,2-trifluoro-1-(trifluoro methyl)ethyl]-5-(trifluoromethyl)phenyl]borate